N-(1,1-dioxidobenzo[b]thiophen-6-yl)-2-(4-fluorophenyl)acetamide O=S1(C2=C(C=C1)C=CC(=C2)NC(CC2=CC=C(C=C2)F)=O)=O